N-(4-(1,1,1,3,3,3-hexafluoro-2-hydroxypropan-2-yl)phenyl)oxetane-3-carboxamide FC(C(C(F)(F)F)(O)C1=CC=C(C=C1)NC(=O)C1COC1)(F)F